(E)-fluorenylmethoxycarbonyl-N'-tert-butoxycarbonyl-L-lysine-4-oxo-4-phenyl-2-buten-2-yl ester O=C(C=C(C)OC([C@@H](NC(=O)OCC1=CC=CC=2C3=CC=CC=C3CC12)CCCCNC(=O)OC(C)(C)C)=O)C1=CC=CC=C1